C(C)OC=O.C(=O)C=1C=C(C=CC1OCC(C)C)C=1SC=C(N1)C 2-(3-formyl-4-isobutoxyphenyl)-4-methyl-thiazole ethyl-formate